3-(2-fluorocyclopropyl)urea FC1C(C1)NC(N)=O